ClC1=CC=C(CN2C3CC(CC2CC3)NC3=C2C(=NC=C3C(=O)NC)NC=C2)C=C1 4-((8-(4-Chlorobenzyl)-8-azabicyclo[3.2.1]octan-3-yl)amino)-N-methyl-1H-pyrrolo[2,3-b]pyridine-5-carboxamide